ethyl N-(4-toluoyl)-2-aminoacrylate C1(=CC=C(C=C1)C(=O)NC(C(=O)OCC)=C)C